[Cl-].CN(C)C(N1N=NC2=NC=CC=C21)N(C)C 1-[bis(dimethylamino)methyl]-1H-1,2,3-triazolo[4,5-b]pyridine chloride